6-chloro-3-(((1R)-1-(2-cyano-3-(3-(1,3-dihydroxypropan-2-yl)pyrrolidin-1-yl)-7-methylquinoxalin-5-yl)ethyl)amino)picolinic acid ClC1=CC=C(C(=N1)C(=O)O)N[C@H](C)C1=C2N=C(C(=NC2=CC(=C1)C)C#N)N1CC(CC1)C(CO)CO